FC([C@H]([C@H]([C@H](C=O)O)O)O)(O)F difluororibose